6-nitro-4-phenyl-1,3-dihydro-2H-benzo[d]imidazole-2-one [N+](=O)([O-])C=1C=C(C2=C(NC(N2)=O)C1)C1=CC=CC=C1